C(#N)C(C(=O)O)=CC1=CC=C(C=C1)O Alpha-cyano-4-hydroxycinnamic acid